5-[5-(2-hydroxyacetyl)-2,5-diazaspiro[3.4]octan-2-yl]-5-[4-[4-(trifluoromethoxy)phenoxy]phenyl]hexahydropyrimidine-2,4,6-trione OCC(=O)N1C2(CN(C2)C2(C(NC(NC2=O)=O)=O)C2=CC=C(C=C2)OC2=CC=C(C=C2)OC(F)(F)F)CCC1